N-vinylpiperazine C(=C)N1CCNCC1